NC=1C(=NC(=NC1C(NC1=C(C=CC=C1OC)F)=O)OC[C@H]1N(CCC1)C)N1C[C@@H](N(CC1)C(=O)OCC1=CC=CC=C1)CC#N benzyl (S)-4-(5-amino-6-((2-fluoro-6-methoxyphenyl)carbamoyl)-2-(((S)-1-methylpyrrolidin-2-yl)methoxy)pyrimidin-4-yl)-2-(cyanomethyl)piperazine-1-carboxylate